C(#N)C1=CC=C(C=C1)NC(=O)NC(CO)C1=NC(=NO1)C1=CC=CC=C1 1-(4-cyanophenyl)-3-[2-hydroxy-1-(3-phenyl-1,2,4-oxadiazol-5-yl)ethyl]urea